N-(2-chloro-8-(propan-2-yl)imidazo[1,2-b]pyridazin-7-yl)-N'-(5-cyanopyridin-3-yl)urea ClC=1N=C2N(N=CC(=C2C(C)C)NC(=O)NC=2C=NC=C(C2)C#N)C1